NC=1SC[C@]2(N1)CCOC1=CC=C(C=C12)NC(=O)C1=NC=C(C=C1)CF (S)-N-(2'-amino-5'H-spiro[chromane-4,4'-thiazol]-6-yl)-5-fluoromethylpyridinamide